CC(CCC)(C=1OCCCN1)C 2-(dimethylbutyl)-4,5-dihydro-1,3-oxazine